2-acetamido-4-bromo-3-fluoro-5-(trifluoromethyl)benzoic acid methyl ester COC(C1=C(C(=C(C(=C1)C(F)(F)F)Br)F)NC(C)=O)=O